3-(3-chloro-4-(2-hydroxyethoxy)-5-methylphenyl)-N-(4-(cyclohexyloxy)benzyl)-1,2,4-oxadiazole-5-carboxamide ClC=1C=C(C=C(C1OCCO)C)C1=NOC(=N1)C(=O)NCC1=CC=C(C=C1)OC1CCCCC1